tert-butyl (5R)-5-[[tert-butyl(diphenyl)silyl]oxymethyl]-2-oxo-3-phenylselanyl-pyrrolidine-1-carboxylate [Si](C1=CC=CC=C1)(C1=CC=CC=C1)(C(C)(C)C)OC[C@H]1CC(C(N1C(=O)OC(C)(C)C)=O)[Se]C1=CC=CC=C1